C(CCCCCC(C)(C)C)(=O)[O-].C(CCCCCC(C)(C)C)(=O)[O-].C[Sn+2]C dimethyl-tin bis(neodecanoate)